C(C)C=1SC2=C(N1)C=CC(=C2)B2OC(C(O2)(C)C)(C)C 2-Ethyl-6-(4,4,5,5-tetramethyl-1,3,2-dioxaborolan-2-yl)-1,3-benzothiazole